[Na+].SC(C)S(=O)(=O)[O-] Mercaptoethansulfonat Natrium